{2-hydroxy-2-[3-(trifluoromethyl)phenyl]ethyl}-5-(3-methoxyphenyl)-octahydrocyclopenta[c]pyrrol-5-ol OC(CC1NCC2C1CC(C2)(O)C2=CC(=CC=C2)OC)C2=CC(=CC=C2)C(F)(F)F